FC=1C=C(C(=O)NCC23CCC(CC2)(CC3)C3=NC(=NO3)C=3N=NC(=CC3)C)C=C(C1O)F 3,5-difluoro-4-hydroxy-N-({4-[3-(6-methylpyridazin-3-yl)-1,2,4-oxadiazol-5-yl]bicyclo[2.2.2]octan-1-yl}methyl)benzamide